ClC1=C(C=CC=C1C1=C(C(=NC=C1)C1=CC(=C(C=C1)CNC[C@H]1NC(CC1)=O)OC)Cl)NC=1C(=C(CNC[C@H]2CCC(N2)=O)C=CC1)F (R)-5-(((3-((2-chloro-3-(3-chloro-2-(3-methoxy-4-(((((S)-5-oxopyrrolidin-2-yl)methyl)amino)methyl)phenyl)pyridin-4-yl)phenyl)amino)-2-fluorobenzyl)amino)methyl)pyrrolidin-2-one